FC(CC(=O)N1C(CNC2=CC=CC=C12)=O)(F)F (3,3,3-trifluoropropanoyl)-3,4-dihydroquinoxalin-2(1H)-one